(S)-(8-(2,4-dichlorophenyl)-9-(4-((1-(3-fluoropropyl)pyrrolidin-3-yl)oxy)phenyl)-6,7-dihydro-5H-benzo[7]annulen-3-yl)methanol ClC1=C(C=CC(=C1)Cl)C=1CCCC2=C(C1C1=CC=C(C=C1)O[C@@H]1CN(CC1)CCCF)C=CC(=C2)CO